1-((3S)-4-(6-Fluoro-7-(2-fluoro-6-hydroxyphenyl)-2-(((S)-1-methylpyrrolidin-2-yl)methoxy)pyrido[2,3-d]pyrimidin-4-yl)-3-methylpiperazin-1-yl)prop-2-en-1-one FC1=CC2=C(N=C(N=C2N2[C@H](CN(CC2)C(C=C)=O)C)OC[C@H]2N(CCC2)C)N=C1C1=C(C=CC=C1O)F